C(=O)(O)C1=CC2=CC=C(C=C2C=C1)C(=O)[O-] 2-carboxyl-6-naphthoate